O=C(C(C(=O)O)=O)N=CCC(C=CC(CC(N=CC=CC=CC(NCC)=O)=O)=O)=O 3,12,19-trioxo-2,7,10-trioxo-4,13,20-triazadocosapentaenoic acid